5-{2-acetamidoimidazo[1,2-b]pyridazin-6-yl}-N-{[2-fluoro-5-(trifluoromethoxy)phenyl]methyl}-6-methylpyridine-3-carboxamide C(C)(=O)NC=1N=C2N(N=C(C=C2)C=2C=C(C=NC2C)C(=O)NCC2=C(C=CC(=C2)OC(F)(F)F)F)C1